(S)-6-amino-N-(2-(2-(2-(1,2,3,4,5-pentamethylcyclopenta-2,4-dien-1-yl)ethoxy)ethoxy)ethyl)-2-(3-(1,2,3,4,5-pentamethylcyclopenta-2,4-dien-1-yl)propanamido)hexanamide acetate C(C)(=O)O.NCCCC[C@@H](C(=O)NCCOCCOCCC1(C(=C(C(=C1C)C)C)C)C)NC(CCC1(C(=C(C(=C1C)C)C)C)C)=O